N1(CCC1)C1=CC2=C(C=C(O2)C(=O)NS(=O)(=O)C2=C(C=CC=C2OCCC)OCCC)C(=C1)F 6-(Azetidin-1-yl)-N-(2,6-dipropoxybenzene-1-sulfonyl)-4-fluoro-1-benzofuran-2-carboxamide